FC(CN1N=CC(=C1)S(=O)(=O)N1N=C2C(=C1)CN(C2)C([C@@H](CO)C2=C(C=CC=C2)OCCO)=O)F (R)-1-(2-((1-(2,2-difluoroethyl)-1H-pyrazol-4-yl)sulfonyl)-2,6-dihydropyrrolo[3,4-c]pyrazol-5(4H)-yl)-3-hydroxy-2-(2-(2-hydroxyethoxy)phenyl)propan-1-one